sodium 3-(3-chloropyridin-2-yl)oxetane-3-carboxylate ClC=1C(=NC=CC1)C1(COC1)C(=O)[O-].[Na+]